rac-(R)-6'-((4-Hydroxy-2-(((6-methyl-1,2,4-triazin-3-yl)amino)methyl)butyl)amino)-5-methyl-2H-[1,3'-bipyridin]-2-one OCC[C@H](CNC1=CC=C(C=N1)N1C(C=CC(=C1)C)=O)CNC=1N=NC(=CN1)C |r|